(3S)-5-bromo-2-oxo-spiro[1H-pyrrolo[2,3-B]pyridine-3,6'-5,7-dihydro-cyclopenta[B]pyridine]-3'-carboxylic acid ethyl ester C(C)OC(=O)C=1C=C2C(=NC1)C[C@]1(C2)C(NC2=NC=C(C=C21)Br)=O